4-(2-butylbenzo-[d]oxazol-6-yl)-2-(fluoromethylene)butan-1-amine 4-methylbenzenesulfonate CC1=CC=C(C=C1)S(=O)(=O)O.C(CCC)C=1OC2=C(N1)C=CC(=C2)CCC(CN)=CF